4,5α-epoxy-3,14-dihydroxy-17-(2-propenyl)morphinan-6-one OC=1C=CC=2C[C@@H]3[C@@]4(CCC([C@H]5[C@@]4(C2C1O5)CCN3CC=C)=O)O